CC1=CC(=NO1)C(=O)N[C@H](C(NNC[C@H]1C(NCC1)=O)=O)CCC(C)C 5-methyl-N-((S)-5-methyl-1-oxo-1-(2-(((S)-2-oxopyrrolidin-3-yl)methyl)hydrazino)hexane-2-yl)isoxazole-3-carboxamide